C(C)(C)NC(N[C@@H](C(=O)N[C@@H](CCCC1=CC=CC=C1)B1OC(C(O1)(C)C)(C)C)CC(=O)N1CCOCC1)=O (R)-2-(3-isopropylureido)-4-morpholino-4-oxo-N-((R)-4-phenyl-1-(4,4,5,5-tetramethyl-1,3,2-dioxaborolan-2-yl)butyl)butanamide